FC1=C(C=CC(=C1)C#C[Si](C)(C)C)CNC(OC(C)(C)C)=O tert-butyl N-[[2-fluoro-4-(2-trimethylsilylethynyl)phenyl]methyl]carbamate